Tert-Butyl 2-(2-chloro-4-(((cis)-2-hydroxy-2-methylcyclopentyl)amino)pyrimidin-5-yl)acetate ClC1=NC=C(C(=N1)N[C@H]1[C@@](CCC1)(C)O)CC(=O)OC(C)(C)C